NC1=NC=CC(=C1C#CC1(CCCC1)O)Cl 1-((2-Amino-4-chloropyridin-3-yl)ethynyl)cyclopentan-1-ol